C1(=CC=CC2=C3C(=CC=CC3=C12)C(=O)O)C(=O)O biphenylene-1,5-dicarboxylic acid